2-(pyridin-2-ylmethyl)azepane N1=C(C=CC=C1)CC1NCCCCC1